6-azathymine-1-acetamide N1(C(=O)NC(=O)C(C)=N1)CC(=O)N